Ethyl-4-(1-(4-(trifluoromethoxy)benzyl)piperidin-4-yl)-1,4-dihydropyrido[2,3-b]pyrazine C(C)N1C2=C(N(C=C1)C1CCN(CC1)CC1=CC=C(C=C1)OC(F)(F)F)N=CC=C2